FC1(CCNCC1)C1=CC=C(C#N)C=C1 4-(4-fluoropiperidin-4-yl)benzonitrile